N-octacosylanilinium tetrakis(pentafluorophenyl)borate FC1=C(C(=C(C(=C1[B-](C1=C(C(=C(C(=C1F)F)F)F)F)(C1=C(C(=C(C(=C1F)F)F)F)F)C1=C(C(=C(C(=C1F)F)F)F)F)F)F)F)F.C(CCCCCCCCCCCCCCCCCCCCCCCCCCC)[NH2+]C1=CC=CC=C1